trans-4-Ethyl-5-(2-(4-fluoro-3-methoxyphenyl)cyclopropyl)-2,2'-bipyrimidine C(C)C1=NC(=NC=C1[C@H]1[C@@H](C1)C1=CC(=C(C=C1)F)OC)C1=NC=CC=N1